BrC1=CC(=C(C=C1)[C@H]1N([C@@H](CC2=C3C(=CC=C12)N(C(O3)=O)C(C3=CC=CC=C3)(C3=CC=CC=C3)C3=CC=CC=C3)C)CC(F)(F)F)OC (6S,8R)-6-(4-bromo-2-methoxyphenyl)-8-methyl-7-(2,2,2-trifluoroethyl)-3-Trityl-6,7,8,9-tetrahydrooxazolo[5,4-f]isoquinolin-2(3H)-one